FC(C(C(=O)O)(C)C)(C)F 3,3-difluoro-2,2-dimethylbutanoic acid